(4-((3-ethyl-3-(((neopentyloxy)carbonyl)amino)pentyl)amino)butyl)carbamic acid C(C)C(CCNCCCCNC(O)=O)(CC)NC(=O)OCC(C)(C)C